(7R,14R)-11-(cyclopropylethynyl)-1-(difluoromethoxy)-9-fluoro-6-(methyl-d3)-6,7-dihydro-7,14-methanobenzo[f]benzo[4,5]imidazo[1,2-a][1,4]diazocin-5(14H)-one C1(CC1)C#CC1=CC2=C(N=C3N2[C@H]2C4=C(C(N([C@@H]3C2)C([2H])([2H])[2H])=O)C=CC=C4OC(F)F)C(=C1)F